methyl (R)-6-(tert-butyl)-10-((9-ethoxy-9-oxononyl)oxy)-2-oxo-6,7-dihydro-2H-pyrido[2',1':3,4]pyrazino[1,2-b]indazole-3-carboxylate C(C)(C)(C)[C@H]1N2C(C=3N(N=C4C(=CC=CC34)OCCCCCCCCC(=O)OCC)C1)=CC(C(=C2)C(=O)OC)=O